(2-(2-(prop-2-yn-1-yloxy)ethoxy)ethyl)carbamic acid tert-butyl ester C(C)(C)(C)OC(NCCOCCOCC#C)=O